CC1=CC=C(C=C(C=O)CCCCC)C=C1 2-(4-methylbenzylidene)-heptanal